N-(6-(3-((2,5-difluorophenyl)sulfonamido)-2,6-difluorophenyl)quinazolin-2-yl)pivalamide FC1=C(C=C(C=C1)F)S(=O)(=O)NC=1C(=C(C(=CC1)F)C=1C=C2C=NC(=NC2=CC1)NC(C(C)(C)C)=O)F